3-methoxypropanoate COCCC(=O)[O-]